M-bromophenyl-ethyl bromide BrC=1C=C(C=CC1)CCBr